NOC=1C(C(=O)[O-])=CC=CC1.[Ag+] silver aminosalicylate